ClC1=C(C=C(C=C1)NC(=O)N[C@@H](C)C1=NC=CN=C1C1=NC=C(C=C1)C#N)C(F)(F)F 1-[4-chloro-3-(trifluoromethyl)phenyl]-3-[(1S)-1-[3-(5-cyano-2-pyridyl)pyrazin-2-yl]ethyl]urea